tert-Butyl 4-((2-(2-((fluorosulfonyl)oxy)phenyl)-7-phenylimidazo[1,2-a]pyridin-3-yl)amino)benzoate FS(=O)(=O)OC1=C(C=CC=C1)C=1N=C2N(C=CC(=C2)C2=CC=CC=C2)C1NC1=CC=C(C(=O)OC(C)(C)C)C=C1